2-(((S)-2-(4-cyanophenyl)propyl)amino)-N-(2-carbonyl-2,3-dihydro-1H-benzo[d]imidazol-5-yl)-2-phenylacetamide C(#N)C1=CC=C(C=C1)[C@@H](CNC(C(=O)NC1=CC2=C(NC(N2)=C=O)C=C1)C1=CC=CC=C1)C